OC1=CC=C(C=C1)CCO[C@@H]1O[C@@H]([C@H]([C@@H]([C@H]1O)O)O)C (2R,3R,4S,5S,6R)-2-(4-hydroxyphenylethoxy)-6-methyltetrahydro-2H-pyran-3,4,5-triol